N1N=CC(=C1)C1=CC=C(C=C1)N1C(N(C2(C1)CCN(CC2)CCC2=CC=CC=C2)CC2=CC(=CC=C2)OC)=O 3-(4-(1H-pyrazol-4-yl)phenyl)-1-(3-methoxybenzyl)-8-phenethyl-1,3,8-triazaspiro[4.5]decan-2-one